sulfanyl-2-azaniumylpropanoate SC(C(=O)[O-])(C)[NH3+]